(S)-N-(1-Isobutylpyrrolidin-3-yl)-4-(pyridin-2-ylmethyl)-3,4-dihydroquinoxaline-1(2H)-carboxamide C(C(C)C)N1C[C@H](CC1)NC(=O)N1CCN(C2=CC=CC=C12)CC1=NC=CC=C1